C(CCCCCCCCCCCCCCCCC)(=O)OCCOC(CCCCCCCCCCCCCCCCC)=O ethylene BisStearate